C1(=CC=CC=C1)C1CCN(CC1)C=O (4-PHENYLPIPERIDIN-1-YL)METHANONE